COC(CCCCCCCC1C(C1)CCCCCCCCCCC(CCCCCCC)OC(CCCN(C)C)=O)=O methyl-8-[2-(11-{[4-(dimethylamino)butanoyl]oxy}octadecyl)cyclopropyl]octanoate